(R)-3-(7-methoxy-1-methyl-1H-benzo[d][1,2,3]triazol-5-yl)-3-(1,2,3,4-tetrahydroisoquinolin-5-yl)propionic acid ethyl ester C(C)OC(C[C@@H](C1=C2CCNCC2=CC=C1)C1=CC2=C(N(N=N2)C)C(=C1)OC)=O